C=C1C=CN=C1 4-methylenepyrrole